3-(2-chloroethyl)-2-phenylquinazolin-4(3H)-one ClCCN1C(=NC2=CC=CC=C2C1=O)C1=CC=CC=C1